6-(difluoromethyl)-4-(4-methoxybenzyl)-1,4-oxazepan-6-ol FC(C1(CN(CCOC1)CC1=CC=C(C=C1)OC)O)F